ClC=1N=C2N(N=C(C=C2)CCC)C1S(=O)(=O)Cl 2-chloro-6-n-propylimidazo[1,2-b]pyridazine-3-sulfonyl chloride